tris[2-(methacryloyloxy)ethyl]phosphate C(C(=C)C)(=O)OCCOP(=O)(OCCOC(C(=C)C)=O)OCCOC(C(=C)C)=O